2-amino-4-(4-(2-(difluoromethoxy)-1,1-difluoroethoxy)phenyl)-6-mercaptopyridine-3,5-dicarbonitrile NC1=NC(=C(C(=C1C#N)C1=CC=C(C=C1)OC(COC(F)F)(F)F)C#N)S